3-[4-(1,1-dioxido-4-oxo-1,2,5-thiadiazolidin-2-yl)-3-fluoro-5-hydroxyphenyl]-1-methyl-1-phenylurea O=S1(N(CC(N1)=O)C1=C(C=C(C=C1O)NC(N(C1=CC=CC=C1)C)=O)F)=O